C(C(C)C)NC=1C2=C(N=C(N1)NC1=CC=C(C=3OCCOC31)C(=O)N3CCC(CC3)N3CCOCC3)NC=C2C#N 4-(isobutyl-amino)-2-((8-(4-morpholino-piperidine-1-carbonyl)-2,3-dihydro-benzo[b][1,4]dioxin-5-yl)amino)-7H-pyrrolo[2,3-d]pyrimidine-5-carbonitrile